C(C1=CC=CC=C1)(=O)O.NO amino alcohol benzoate